2-(trans-4-aminocyclohexyl)acetaldehyde N[C@@H]1CC[C@H](CC1)CC=O